C(N)(=O)C=1C=CC2=C(N(C(=N2)C=2C3=C(SC2C(=O)OCC)C=CC=C3Cl)C)C1 Ethyl 3-(6-carbamoyl-1-methyl-1H-benzo[d]imidazol-2-yl)-4-chlorobenzo[b]thiophene-2-carboxylate